(R)-8,9-difluoro-N-methyl-5,6-dihydro-4H-pyrrolo[3,2,1-ij]quinolin-5-amine FC=1C=C2C[C@H](CN3C2=C(C1F)C=C3)NC